N-((R)-1-(3-(1-ethyl-1H-pyrazol-3-yl)-5-(1-methyl-1H-pyrazol-4-yl)phenyl)ethyl)-2-methyl-5-((3S,5R)-3,4,5-trimethylpiperazin-1-yl)benzamide C(C)N1N=C(C=C1)C=1C=C(C=C(C1)C=1C=NN(C1)C)[C@@H](C)NC(C1=C(C=CC(=C1)N1C[C@@H](N([C@@H](C1)C)C)C)C)=O